C[C@@H]1CN(C[C@@H](N1)C)C=1C=CC(=C2C=CC=NC12)NC(=O)C=1C=C(C=2N(N1)C=C(N2)C)C N-[8-[(3R,5S)-3,5-dimethylpiperazin-1-yl]-5-quinolyl]-2,8-dimethyl-imidazo[1,2-b]pyridazine-6-carboxamide